(6aR,10aR)-6,6-dimethyl-9-methylene-3-pentyl-6a,7,8,9,10,10a-hexahydro-6H-benzo[c]chromen-1-yl 2-naphthoate C1=C(C=CC2=CC=CC=C12)C(=O)OC1=C2[C@H]3[C@H](C(OC2=CC(=C1)CCCCC)(C)C)CCC(C3)=C